tert-butyl (5aS,6R,11bR)-10-(benzyloxy)-14-(cyclopropylmethyl)-5a-hydroxy-11-methoxy-1,2,5,5a,6,7-hexahydro-6,11b-(epiminoethano)naphtho[1,2-d]azepine-3(4H)-carboxylate C(C1=CC=CC=C1)OC1=CC=C2C[C@@H]3[C@]4([C@](CCN(CC4)C(=O)OC(C)(C)C)(C2=C1OC)CCN3CC3CC3)O